N1=CC(=CC=C1)C(C)=O 1-pyridin-3-ylethanone